C(=O)C1=C(C=C(C=C1)C1=CC(=CC=C1)C=1N=C(SC1)NC(=O)[C@H]1N(CCC1)C(=O)C1=CN(C=C1)S(=O)(=O)C)C (S)-N-(4-(4'-formyl-3'-methyl-[1,1'-biphenyl]-3-yl)thiazol-2-yl)-1-(1-(methylsulfonyl)-1H-pyrrole-3-carbonyl)pyrrolidine-2-carboxamide